2-(3-tolyl)-4-methyl-5-acetylthiazole C1(=CC(=CC=C1)C=1SC(=C(N1)C)C(C)=O)C